6-(4-Chlorophenyl)-2-(6-cyanopyridin-3-yl)-N-(2-hydroxy-2-methylpropyl)pyrimidin ClC1=CC=C(C=C1)C1=CC=NC(N1CC(C)(C)O)C=1C=NC(=CC1)C#N